3-Bromo-N-(4-cyano-3-(trifluoromethyl)phenyl)-2-methylpropanamide BrCC(C(=O)NC1=CC(=C(C=C1)C#N)C(F)(F)F)C